C(=O)O.[18F]CCOC1=CC=C(C=C1)C1NC(NC1)=N 4-{4-[2-(18F)fluoroethoxy]phenyl}imidazolidin-2-imine, Formic Acid Salt